C(\C=C/C(=O)[O-])(=O)OC monomethyl maleate